[Si](C)(C)(C)C[Si](C)(C)C TMSTetramethyl-silane